O[C@@]1(COC2=CC=CC=C2[C@H]1NC(=O)C=1C=C2C(C(COC2=CC1)OC)N1C(NC(CC1=O)(C)C)=N)C N-[(3S,4R)-3-hydroxy-3-methyl-chroman-4-yl]-4-(2-imino-4,4-dimethyl-6-oxo-hexahydropyrimidin-1-yl)-3-methoxy-chromane-6-carboxamide